N-((5-(2,6-dioxopiperidin-3-yl)-4-oxo-5,6-dihydro-4H-thieno[3,4-c]pyrrol-1-yl)methyl)-2-(4-methylcyclohexyl)acetamide O=C1NC(CCC1N1CC=2C(C1=O)=CSC2CNC(CC2CCC(CC2)C)=O)=O